N-[[6-(3-methylsulfonylbenzoyl)-6-azaspiro[2.5]octan-2-yl]methyl]furo[2,3-c]pyridine-2-carboxamide CS(=O)(=O)C=1C=C(C(=O)N2CCC3(C(C3)CNC(=O)C3=CC=4C(=CN=CC4)O3)CC2)C=CC1